CC1=CC(N(C=2N=CN=CC21)C2CN(CCC2)CCC)=O 5-methyl-8-(1-propylpiperidin-3-yl)pyrido[2,3-d]pyrimidin-7(8H)-one